2-hydroxy-6-(4-fluorobenzenylmethylamino)purine OC1=NC(=C2NC=NC2=N1)NCC1=CC=C(C=C1)F